CC(C(=O)OCC(C)(C1=CC(=CC=C1)Cl)NC(NC1=C(C(=CC=C1)CNC(=O)N1CCC1)N)=S)(C)C 2-{[(2-amino-3-{[(azetidine-1-carbonyl)amino]methyl}phenyl)carbamothioyl]amino}-2-(3-chlorophenyl)propyl 2,2-dimethylpropanoate